methyl 5-(3-amino-2-fluorobenzyl)-3,4-difluoro-2-((2-fluoro-4-iodophenyl)amino)benzoate NC=1C(=C(CC=2C(=C(C(=C(C(=O)OC)C2)NC2=C(C=C(C=C2)I)F)F)F)C=CC1)F